5-bromo-7-chloro-3-iodo-1H-pyrazolo[3,4-c]pyridine BrC=1C=C2C(=C(N1)Cl)NN=C2I